NC=1C(=C(C=C2C=C(N=CC12)NC(O[C@H]1CN(C[C@H]1F)C)=O)C1=C(C2=C(OCCN2)N=C1)C)F (3S,4R)-4-Fluoro-1-methylpyrrolidin-3-yl (8-amino-7-fluoro-6-(8-methyl-2,3-dihydro-1H-pyrido[2,3-b][1,4]oxazin-7-yl)isoquinolin-3-yl)carbamate